(S)-N-(4-(2H-tetrazol-5-yl)phenyl)-2-(4-(5-chloro-2-(4-(trifluoromethyl)-1H-1,2,3-triazol-1-yl)phenyl)-5-methoxy-2-oxopyridin-1(2H)-yl)-3-(pyridin-4-yl)propanamide N=1NN=NC1C1=CC=C(C=C1)NC([C@H](CC1=CC=NC=C1)N1C(C=C(C(=C1)OC)C1=C(C=CC(=C1)Cl)N1N=NC(=C1)C(F)(F)F)=O)=O